(4-chloro-1H-pyrrolo[2,3-b]pyridin-3-yl)(2-chloro-6-fluoro-4-phenoxyphenyl)methanol ClC1=C2C(=NC=C1)NC=C2C(O)C2=C(C=C(C=C2F)OC2=CC=CC=C2)Cl